6-Hydroxythieno[2,3-b]pyridine-2-carboxylic acid methyl ester COC(=O)C1=CC=2C(=NC(=CC2)O)S1